C(C)N(C([O-])=O)C N-ethyl-N-methylcarbamate